ClC=1C=C(C=CC1F)NC(=O)C1=CC=C(C=2C(COC21)NC(=O)NC)F N-(3-chloro-4-fluorophenyl)-4-fluoro-3-(3-methylureido)-2,3-dihydrobenzofuran-7-carboxamide